2-((2R,4S)-2-(1-cyclopropyl-1H-pyrazol-4-yl)tetrahydro-2H-pyran-4-yl)-6,7-dimethyl-4-(6-(trifluoromethyl)pyridin-3-yl)pteridine C1(CC1)N1N=CC(=C1)[C@@H]1OCC[C@@H](C1)C1=NC2=NC(=C(N=C2C(=N1)C=1C=NC(=CC1)C(F)(F)F)C)C